4-(2-(trifluoromethyl)phenyl)butanoic acid FC(C1=C(C=CC=C1)CCCC(=O)O)(F)F